FC1(CN(CC1)C(=O)OC(C)(C)C)C#CC1=CC=C(C=C1)C(F)(F)F Tert-butyl 3-fluoro-3-{2-[4-(trifluoromethyl)phenyl]ethynyl}pyrrolidine-1-carboxylate